1H-furan O1C=CC=C1